C(C)(C)(C)OC(=O)N1C[C@@H]([C@@H](CC1)NC1=CC=C(C=C1)C(F)(F)F)O.CC1(OB(OC1(C)C)C1=CC=C(C=C1)N1CCNCC1)C 1-[4-(4,4,5,5-tetramethyl-1,3,2-dioxaborolan-2-yl)phenyl]piperazine tert-butyl-(3S,4R)-3-hydroxy-4-((4-(trifluoromethyl)phenyl)amino)piperidine-1-carboxylate